NC=1C2=C(N=CN1)N(C=C2C2CC2)[C@H]2C([C@@]1([C@H](O2)[C@@H](CC1)CC1=CC=C2C=C(C(=NC2=C1)N)F)O)O (2R,3aS,6S,6aR)-2-(4-amino-5-cyclopropyl-7H-pyrrolo[2,3-d]pyrimidin-7-yl)-6-[(2-amino-3-fluoroquinolin-7-yl)methyl]hexahydro-3aH-cyclopenta[b]furan-3,3a-diol